ClC=1C=CC(=C(C1)CC(=O)NC1=NC=NC(=C1)NCC=1N=C2N(C=C(C=C2)C2CC2)C1)N1N=NN=C1 2-(5-chloro-2-(1H-tetrazol-1-yl)phenyl)-N-(6-(((6-cyclopropylimidazo[1,2-a]pyridin-2-yl)methyl)amino)pyrimidin-4-yl)acetamide